Methyl-5-((4-(5-phenyl-5H-pyrrolo[3,2-d]pyrimidin-7-yl)piperidin-1-yl)methyl)-1H-indole-2-carbonitrile CN1C(=CC2=CC(=CC=C12)CN1CCC(CC1)C1=CN(C2=C1N=CN=C2)C2=CC=CC=C2)C#N